[N+](=O)([O-])C1=C2C=CC=3N(C2=CC=C1)C=CC3 6-nitropyrrolo[1,2-a]quinoline